C(C1=CC=CC=C1)OC[C@@H]1OCC[C@@H](C1)N1C(=NC=2C=NC=3C=CC(=CC3C21)Cl)CC2=NOC(=C2)C 1-{cis-2-[(benzyloxy)methyl]tetrahydro-2H-pyran-4-yl}-8-chloro-2-[(5-methyl-1,2-Oxazol-3-yl)methyl]-1H-imidazo[4,5-c]Quinoline